N=CC1=C(N=[13CH]OC=C1O)O 5-(iminomethyl)-1,3-oxazepine-4,6-diol-13C